2-[[4-[5-(trifluoromethyl)-1,2,4-oxadiazol-3-yl]phenyl]methyl]-2H-indazole-4-carboxylic acid methyl ester COC(=O)C=1C2=CN(N=C2C=CC1)CC1=CC=C(C=C1)C1=NOC(=N1)C(F)(F)F